2-ethyl 8-(2-methoxyethyl) (1S,2S,5R)-3-((3,4-difluorophenyl) sulfonyl)-3,8-diazabicyclo[3.2.1]octane-2,8-dicarboxylate FC=1C=C(C=CC1F)S(=O)(=O)N1[C@@H]([C@@H]2CC[C@H](C1)N2C(=O)OCCOC)C(=O)OCC